(S)-2-(3-((S)-3-amino-1-(5-((R)-1-amino-2-hydroxyethyl)-4H-1,2,4-triazol-3-yl)-3-oxopropyl)ureido)-3-hydroxypropionic acid NC(C[C@@H](C1=NN=C(N1)[C@H](CO)N)NC(N[C@H](C(=O)O)CO)=O)=O